copper-bismuth salt [Bi].[Cu]